1-oxoisoindoline O=C1NCC2=CC=CC=C12